3-(aminomethyl)-4-methoxy-6-methyl-1H-pyridin-2-one NCC=1C(NC(=CC1OC)C)=O